S(=O)(=O)([O-])CCS(=O)(=O)[O-].[N+](=O)([O-])C1=C(C=CC=C1)N1C(=CC=C1)C=CC=NC(=[NH+]N)N.[N+](=O)([O-])C1=C(C=CC=C1)N1C(=CC=C1)C=CC=NC(=[NH+]N)N N-{3-[1-(2-nitrophenyl)-1H-pyrrol-2-yl]-allylidene}-aminoguanidinium edisylate